(Z)-1-acetyl-2-((4-(2-acetyl-1,2,3,4-tetrahydro-isoquinolin-6-yl)-6-(((tetrahydro-2H-pyran-4-yl)-amino)methyl)-quinolin-2-yl)-methylene)indolin-3-one C(C)(=O)N1\C(\C(C2=CC=CC=C12)=O)=C/C1=NC2=CC=C(C=C2C(=C1)C=1C=C2CCN(CC2=CC1)C(C)=O)CNC1CCOCC1